[Cr].[V].[Si] silicon vanadium-chromium